C(CCCCCCCCCCCCCCCCCCCCC)C=C(C(=O)N)C docosyl-methacrylamide